FC1=C(C(=C(C=C1OC)OC)F)N1C(N(C2=C(C1)C=NC(=C2)CNC(C=C)=O)C2=NN(C=C2)C)=O N-((3-(2,6-difluoro-3,5-dimethoxyphenyl)-1-(1-methyl-1H-pyrazol-3-yl)-2-oxo-1,2,3,4-tetrahydropyrido[4,3-d]pyrimidin-7-yl)methyl)acrylamide